OC1=CC=C(C=C1)C(C(=O)NCC=1SC=C2C1CN(C2=O)C2C(NC(CC2)=O)=O)=O 2-(4-hydroxyphenyl)-N-((5-(2,6-dioxopiperidin-3-yl)-4-oxo-5,6-dihydro-4H-thieno[3,4-c]pyrrol-1-yl)methyl)-2-oxoacetamide